SC1=C(N)C=CC=C1 2-mercaptoaniline